[Zr].O(C(C(=O)OC(C)C)(C(C(C)(C)C)=O)C)C(C(=O)OC(C)C)(C(C(C)(C)C)=O)C diisopropyl oxybis(methyl pivaloyl acetate) zirconium